3-methyl-8-oxa-3,10-diazabicyclo[4.3.1]decan-4-one CN1CC2COCC(CC1=O)N2